4-(2,3-dimethyl-5-(6-(trifluoromethyl)pyridin-3-yl)-1,6-naphthyridin-7-yl)-2-(2-methylpyridin-4-yl)morpholine CC1=NC2=CC(=NC(=C2C=C1C)C=1C=NC(=CC1)C(F)(F)F)N1CC(OCC1)C1=CC(=NC=C1)C